(7R,14R)-1-(difluoromethoxy)-11-((2-(dimethylphosphoryl)pyrimidin-5-yl)ethynyl)-6-(methyl-d3)-6,7-dihydro-7,14-methanobenzo[f]benzo[4,5]imidazo[1,2-a][1,4]diazocin-5(14H)-one FC(OC1=CC=CC=2C(N([C@H]3C=4N([C@@H](C21)C3)C3=C(N4)C=CC(=C3)C#CC=3C=NC(=NC3)P(=O)(C)C)C([2H])([2H])[2H])=O)F